NC1=NC2=CC(=CC=C2C=C1Br)/C=C/[C@@H]1[C@H]([C@H]([C@@H](C1)N1C2=C(C3=C1N=CN=C3N)CCC2)O)O (1S,2R,3R,5R)-3-((E)-2-(2-amino-3-bromoquinolin-7-yl)vinyl)-5-(4-amino-6,7-dihydro-cyclopenta[4,5]pyrrolo[2,3-d]pyrimidin-8(5H)-yl)cyclopentane-1,2-diol